N-(1-acetylpiperidin-4-yl)-4-(furo[3,2-c]pyridin-4-yl)benzamide C(C)(=O)N1CCC(CC1)NC(C1=CC=C(C=C1)C1=NC=CC2=C1C=CO2)=O